N-(1-((3aR,5r,6aS)-5-((2-Chlorobenzyl)(methyl)amino)octahydrocyclopenta[c]pyrrole-2-carbonyl)-1H-pyrazol-3-yl)acetamide ClC1=C(CN(C2C[C@@H]3[C@@H](CN(C3)C(=O)N3N=C(C=C3)NC(C)=O)C2)C)C=CC=C1